CN1CC2(CNCC(C1)(C2)C(=O)[O-])C(=O)[O-] 7-methyl-3,7-diaza-bicyclo[3.3.1]nonane-1,5-dicarboxylate